2-[1H-benzoimidazol-2-yl-[5-fluoro-2-(methoxymethoxy)phenyl]methyl]-6-bromo-isoindolin-1-one N1C(=NC2=C1C=CC=C2)C(N2C(C1=CC(=CC=C1C2)Br)=O)C2=C(C=CC(=C2)F)OCOC